2-(5-Bromo-2,3-difluorobenzoyl)cyclopentan-1-one BrC=1C=C(C(=C(C(=O)C2C(CCC2)=O)C1)F)F